(S)-4-(1H-indol-2-yl)-N-(piperidin-3-yl)-5-(trifluoromethyl)pyrimidin-2-amine N1C(=CC2=CC=CC=C12)C1=NC(=NC=C1C(F)(F)F)N[C@@H]1CNCCC1